methyl 2-(bromomethyl)-6-fluoronicotinate methyl-2-(bromomethyl)-6-fluoronicotinate COC(C1=C(N=C(C=C1)F)CBr)=O.BrCC1=C(C(=O)OC)C=CC(=N1)F